N-(1-(2,4-dihydroxyphenyl)propyl)-2-azepanone OC1=C(C=CC(=C1)O)C(CC)N1C(CCCCC1)=O